(4-amino-1-tert-butyl-pyrazolo[3,4-d]pyrimidin-3-yl)-3-fluoro-N-methyl-1H-indole-2-carboxamide NC1=C2C(=NC=N1)N(N=C2N2C(=C(C1=CC=CC=C21)F)C(=O)NC)C(C)(C)C